COC1=CC=C(C=C1)C=CC=O 3-(4-Methoxyphenyl)-2-propenal